2-((2R,3R,4S,5R)-2-(3-benzoyl-2,4-dioxo-3,4-dihydro-pyrimidin-1(2H)-yl)-4-((tert-butyldimethylsilyl)oxy)-5-((tert-butyldimethylsilyl)oxymethyl)tetrahydrofuran-3-yl)acetonitrile C(C1=CC=CC=C1)(=O)N1C(N(C=CC1=O)[C@@H]1O[C@@H]([C@H]([C@H]1CC#N)O[Si](C)(C)C(C)(C)C)CO[Si](C)(C)C(C)(C)C)=O